tert-butyl ((R)-4-morpholino-1,4-dioxo-1-(((R)-1-(4,4,5,5-tetramethyl-1,3,2-dioxaborolan-2-yl)pentyl)amino)butan-2-yl)carbamate O1CCN(CC1)C(C[C@H](C(N[C@@H](CCCC)B1OC(C(O1)(C)C)(C)C)=O)NC(OC(C)(C)C)=O)=O